BrC1=C(C(=C(N)C=C1)C)OC 4-Bromo-3-methoxy-2-methylaniline